BrC1=C(C=CC=C1F)SCC(OC)OC (2-bromo-3-fluorophenyl)(2,2-dimethoxyethyl)sulfane